Benzyl-(2-(2,2-difluoroethoxy)-5-isopropylphenyl)sulfane C(C1=CC=CC=C1)SC1=C(C=CC(=C1)C(C)C)OCC(F)F